2-methyl-N-((3S,4S)-3-methyl-2-oxa-8-azaspiro[4.5]decan-4-yl)propane-2-sulfinamide CC(C)(C)S(=O)N[C@@H]1[C@@H](OCC12CCNCC2)C